1-(1-(3-bromo-5-fluorophenyl)ethyl)-4-(3-(tetrahydro-2H-pyran-4-yl)-1H-indazol-5-yl)pyridin-2(1H)-one BrC=1C=C(C=C(C1)F)C(C)N1C(C=C(C=C1)C=1C=C2C(=NNC2=CC1)C1CCOCC1)=O